COC1=CC=C2C(=CC=NC2=C1)OC=1C=NC(=CC1)SC 7-methoxy-4-((6-(methylthio)pyridin-3-yl)oxy)quinoline